FC1=C(C=CC(=C1)F)C=1C(NC(C1C1=C(C=C(C=C1)F)F)=O)=O 3,4-bis(2,4-difluorophenyl)-1H-pyrrole-2,5-dione